(3R,4R)-4-{[1-(2,4-difluoro-phenyl)-1H-[1,2,3]triazole-4-carbonyl]-amino}-1-(2-methyl-cyclopentyl)-piperidine-3-carboxylic acid dimethylamide CN(C(=O)[C@@H]1CN(CC[C@H]1NC(=O)C=1N=NN(C1)C1=C(C=C(C=C1)F)F)C1C(CCC1)C)C